[K].OCCCCNS(=O)(=O)NC(NC1=C2CCCC2=CC=2CCCC12)=O 3-((N-(4-Hydroxybutyl))sulfamoyl)-1-(1,2,3,5,6,7-hexahydro-s-indacen-4-yl)urea, potassium salt